C[C@H]1N(CCNC1)C(=O)OC=1C=C2C(=NC=NC2=CC1OC)NC1=C(C(=CC=C1)Cl)F 4-[(3-Chloro-2-fluorophenyl)amino]-7-methoxyquinazolin-6-yl (2R)-2-methylpiperazine-1-carboxylate